C(C)[Si](OC=1C=C(C=CC1O[Si](CC)(CC)CC)CC1OC1)(CC)CC 2-[[3,4-bis[(triethylsilyl)oxy]phenyl]methyl]-oxirane